1-(8-bromopyrido[2,3-E][1,2,4]triazolo[4,3-A]pyrazin-4-yl)-N-methylazetidin-3-amine BrC1=CC2=C(N=C(C=3N2C=NN3)N3CC(C3)NC)N=C1